C1(CC2C(CC1)O2)CC[Si](OCC)(OCC)C β-(3,4-epoxycyclohexyl)-ethyl-methyl-diethoxysilane